((3S,4S)-4-hydroxypyrrolidin-3-yl)-3-methoxytetrahydro-2H-pyran O[C@H]1[C@H](CNC1)C1OCCCC1OC